FC1=C(C=CC(=C1)F)CNC(=O)C=1C(C(=C2N(C[C@H]3N([C@@H](CCN3CCC(C)C)C)C2=O)C1)O)=O (4R,12aR)-N-[(2,4-Difluorophenyl)methyl]-7-hydroxy-4-methyl-1-(3-methylbutyl)-6,8-dioxo-1,2,3,4,6,8,12,12a-octahydropyrido[1',2':4,5]pyrazino[1,2-a]pyrimidine-9-carboxamide